5-FLUORO-N-(4-(1-(2-METHYL-2-(TETRAHYDRO-2H-PYRAN-4-CARBOXAMIDO)PROPANOYL)PIPERIDIN-4-YL)PHENYL)ISOINDOLINE-2-CARBOXAMIDE FC=1C=C2CN(CC2=CC1)C(=O)NC1=CC=C(C=C1)C1CCN(CC1)C(C(C)(NC(=O)C1CCOCC1)C)=O